2-(2-fluorobenzyl)-6-(4-(trifluoromethyl)phenyl)isoquinolin-1(2H)-one FC1=C(CN2C(C3=CC=C(C=C3C=C2)C2=CC=C(C=C2)C(F)(F)F)=O)C=CC=C1